OC(C(=O)C1=CC=C(C=C1)OCCO)(C)C 2-hydroxy-2-methyl-1-(4-(2-hydroxyethoxy)phenyl)-1-propanone